(1R,3S)-3-(5-amino-1-tert-butyl-1H-pyrazol-3-yl)cyclopentyl (1-methylcyclopropyl)carbamate CC1(CC1)NC(O[C@H]1C[C@H](CC1)C1=NN(C(=C1)N)C(C)(C)C)=O